BrC=1C(N2N(C(C1Br)=O)CC(C2)C(=O)OC(C)(C)C)=O tert-butyl 6,7-dibromo-5,8-dioxo-2,3-dihydro-1H-pyrazolo[1,2-a]pyridazine-2-carboxylate